C=1CC(=CN2C1C=1N(N=C3C=CC=CC13)C=C2)C(=O)O 2H-pyrido[2',1':3,4]pyrazino[1,2-b]indazole-3-carboxylic acid